CN(C=NS(=O)(=O)C1=CC=C(C)C=C1)C N,N-dimethyl-N'-tosylformimidamide